(S)-N-(3-chloro-4-fluorophenyl)-7-fluoro-1-((4-methylpyrimidin-2-yl)amino)-2,3-dihydro-1H-indene-4-carboxamide ClC=1C=C(C=CC1F)NC(=O)C=1C=2CC[C@@H](C2C(=CC1)F)NC1=NC=CC(=N1)C